2-propynecarboxamide C(C#C)C(=O)N